C(CC(O)(C(=O)O)CC(=O)O)(=O)[O-].[K+] monopotassium citrate